N-(4-cyclobutyl-5-(2-fluorophenyl)-1-methyl-1H-pyrazol-3-yl)-3,3-difluoro-2,2-dimethylpropanamide C1(CCC1)C=1C(=NN(C1C1=C(C=CC=C1)F)C)NC(C(C(F)F)(C)C)=O